NC=1NC2=CC=C(C=C2C1C#N)C 2-amino-5-methyl-1H-indole-3-carbonitrile